Diiron pyrophosphate [O-]P([O-])(=O)OP(=O)([O-])[O-].[Fe+2].[Fe+2]